6-((5-methoxy-1,2-dimethyl-4,7-dioxo-4,7-dihydro-1H-indol-3-yl)methoxy)-6-oxohexanoic acid COC=1C(C=2C(=C(N(C2C(C1)=O)C)C)COC(CCCCC(=O)O)=O)=O